diamino-pimelic acid C(C[C@@H](C(=O)O)N)C[C@@H](C(=O)O)N